2-nitro-α-ethylcinnamaldehyde [N+](=O)([O-])C1=C(C=C(C=O)CC)C=CC=C1